(S)-1-(3-(2-hydroxyethylsulfonyl)phenoxy)-3-((R)-8-(naphthalen-2-ylsulfonyl)-1-oxa-8-azaspiro[4.5]decan-3-ylamino)propan-2-ol OCCS(=O)(=O)C=1C=C(OC[C@H](CN[C@H]2COC3(C2)CCN(CC3)S(=O)(=O)C3=CC2=CC=CC=C2C=C3)O)C=CC1